2,5-dibenzyloxy-3-[(2,5-dibenzyloxy-3-carboxyphenyl)methylsulfonylmethyl]benzoic acid C(C1=CC=CC=C1)OC1=C(C(=O)O)C=C(C=C1CS(=O)(=O)CC1=C(C(=CC(=C1)OCC1=CC=CC=C1)C(=O)O)OCC1=CC=CC=C1)OCC1=CC=CC=C1